6-(5-hydroxy-6-methylheptyl)-5,6-dihydro-2H-pyran OC(CCCCC1CC=CCO1)C(C)C